2-[5-hydroxypentyl-[5-methyl-6-[(Z)-[3-(2-trimethylsilyl-ethoxymethyl)-1,3-benzothiazol-2-ylidene]amino]pyridazin-3-yl]amino]-1,3-thiazole-4-carboxylic acid methyl ester COC(=O)C=1N=C(SC1)N(C=1N=NC(=C(C1)C)\N=C\1/SC2=C(N1COCC[Si](C)(C)C)C=CC=C2)CCCCCO